NCCCOC(C=C[Si](OC)(OC)OC)(C)C 3-(3-amino-propoxy)-3,3-dimethyl-1-propenyltrimethoxysilane